C(CC)C1=NN=NN1 5-n-propyl-1H-tetrazole